Tert-butyl (4-((2-fluorophenyl)amino)-6-(phenylcarbamoyl)pyridin-2-yl)carbamate FC1=C(C=CC=C1)NC1=CC(=NC(=C1)C(NC1=CC=CC=C1)=O)NC(OC(C)(C)C)=O